FC(C1=CC=C(C=C1)N1N=CC(=C1)C=1C=C2C(=CNC2=CC1)NC(CC)=O)(F)F N-(5-{1-[4-(trifluoromethyl)phenyl]-1H-pyrazol-4-yl}-1H-indol-3-yl)propanamide